C(C)N1C(=NC(=C1)C(F)(F)F)C1=CC=C(C=C1)CN [4-[1-ethyl-4-(trifluoromethyl)imidazol-2-yl]phenyl]methanamine